C(C)OC(=O)C1=NC2=CC(=CC=C2NC1=O)Cl 7-chloro-3-oxo-3,4-dihydroquinoxaline-2-carboxylic acid ethyl ester